FC1=C(C=CC(=C1)F)C=1C=C(C=2CNC(C2C1)=O)C=O 6-(2,4-difluorophenyl)-1-oxoisoindoline-4-carbaldehyde